6-((tert-butoxycarbonyl)amino)hexyl 1H-imidazole-1-carboxylate N1(C=NC=C1)C(=O)OCCCCCCNC(=O)OC(C)(C)C